C1(CCC1)C1=C(C(=O)O)C=CC(=C1)CC.COC(C(=C)C)=O.C(C(=C)C)(=O)O methacrylic Acid Methyl-Methacrylate 2-cyclobutyl-4-ethylbenzoate